OCC(C(=O)OC)C1=CC2=C(OCCN2)C=C1 6-(3-Hydroxy-1-methoxy-1-oxopropan-2-yl)-2,3-dihydro-4H-benzo[b][1,4]oxazine